(S)-N-(4-((4-(sec-butoxy)-6-(methylsulfonyl)pyridin-2-yl)amino)-5-(1-methyl-1H-pyrazol-3-yl)pyridin-2-yl)acetamide [C@H](C)(CC)OC1=CC(=NC(=C1)S(=O)(=O)C)NC1=CC(=NC=C1C1=NN(C=C1)C)NC(C)=O